5-[(1R,5S)-8-(cyclopropylmethyl)-3,8-diazabicyclo[3.2.1]oct-3-yl]-N-[(1R)-1-[3-methoxy-5-(1-methylpyrazol-4-yl)phenyl]ethyl]-2-methyl-benzamide C1(CC1)CN1[C@H]2CN(C[C@@H]1CC2)C=2C=CC(=C(C(=O)N[C@H](C)C1=CC(=CC(=C1)C=1C=NN(C1)C)OC)C2)C